4-diazepine C1CNNCC=C1